ClC=1N=CC=2N=C3N(C2N1)C1(CCOCC1)CN3C(=O)O 2-Chloro-2',3',5',6'-tetrahydrospiro[imidazo[1,2-e]purine-8,4'-pyran]-6(7H)-carboxylic acid